(5R)-5-[4-[2-[[2-(Chloromethyl)-3-fluoro-propyl]amino]ethoxy]phenyl]-8-(trifluoromethyl)-11,12-dihydro-5H-chromeno[4,3-c]quinolin-2-ol ClCC(CNCCOC1=CC=C(C=C1)[C@H]1OC=2C=C(C=CC2C=2CNC=3C=C(C=CC3C21)O)C(F)(F)F)CF